C12(CC3CC(CC(C1)C3)C2)CC(=O)N2CCC(CC2)CN2CCC(CC2)NC(C2=NC=C(C=C2)N2CCN(CC2)CC=2C=NC=3C=C(C(NC3C2)=O)CC)=O N-(1-((1-(2-((3R,5R)-adamantan-1-yl)acetyl)piperidin-4-yl)methyl)piperidin-4-yl)-5-(4-((7-ethyl-6-oxo-5,6-dihydro-1,5-naphthyridin-3-yl)methyl)piperazin-1-yl)picolinamide